OC[C@H]1N(C/C(/C1)=N/OC)C(=O)C1=CC(=C(C=C1)C=1C(=C(C#N)C=CC1)C)OC([2H])([2H])[2H] 3-(4-[(2S,4E)-2-(hydroxymethyl)-4-(methoxyimino)pyrrolidine-1-carbonyl]-2-(methyl-d3-oxy)phenyl)-2-methylbenzonitrile